C(C)(C)(C)OC(=O)CCCCCCCCC.C(=O)(O)CCCCCC1(C2=CC=CC=C2C=2C=CC=CC12)CCCCCC(=O)O 9,9-bis(5-carboxypentyl)fluorene Tert-butyl-nonane-9-carboxylate